di-n-hexyl phthalate (dihexylphthalate) C(CCCCC)C=1C(=C(C(C(=O)O)=CC1)C(=O)O)CCCCCC.C(C=1C(C(=O)OCCCCCC)=CC=CC1)(=O)OCCCCCC